(2S,5R)-5-(2,4-difluorophenyl)-1-(4-(2,6-dimethoxypyridin-3-yl)benzoyl)pyrrolidine-2-carboxylic acid FC1=C(C=CC(=C1)F)[C@H]1CC[C@H](N1C(C1=CC=C(C=C1)C=1C(=NC(=CC1)OC)OC)=O)C(=O)O